2-bromo-1-oxido-5-(trideuteriomethoxy)pyridin-1-ium BrC1=[N+](C=C(C=C1)OC([2H])([2H])[2H])[O-]